NCC1CC2(C1)OC(N(C2)[C@@H](C)C=2C=CC=C1C(=C(NC21)C(=O)O)C=2C=NC(=NC2)N)=O 7-((S)-1-((2S,4r)-2-(aminomethyl)-6-oxo-5-oxa-7-azaspiro[3.4]octan-7-yl)ethyl)-3-(2-aminopyrimidin-5-yl)-1H-indole-2-carboxylic acid